CC([C@@H](C(=O)OCC1=CC=CC=C1)COCC(C1=CC=CC=C1)=O)C benzyl (R)-3-methyl-2-((2-oxo-2-phenylethoxy)methyl)butanoate